1-(3-(3-chloro-2-methylphenyl)-3-(quinolin-7-ylamino)azetidin-1-yl)prop-2-en-1-one ClC=1C(=C(C=CC1)C1(CN(C1)C(C=C)=O)NC1=CC=C2C=CC=NC2=C1)C